4-chloro-10-(3,3-difluoropiperidin-4-yl)-7,7-dimethylindolo[1,2-a]quinazolin-5(7H)-one hydrochloride Cl.ClC=1C=2C(N=C3N(C2C=CC1)C1=CC(=CC=C1C3(C)C)C3C(CNCC3)(F)F)=O